N-benzyl-4,4',5-trimethoxy-3'-(trifluoromethyl)-[1,1'-biphenyl]-2-sulfonamide C(C1=CC=CC=C1)NS(=O)(=O)C=1C(=CC(=C(C1)OC)OC)C1=CC(=C(C=C1)OC)C(F)(F)F